2-(3-ethyl-4-oxo-spiro[6,8-dihydro-5H-pyrazolo[4,3-c]azepine-7,4'-tetrahydropyran]-1-yl)ethyl 1-methylpyrazole-4-carboxylate CN1N=CC(=C1)C(=O)OCCN1N=C(C=2C(NCC3(CCOCC3)CC21)=O)CC